CC1=CC2=C(N(N=N2)CN(CCO)CCO)C=C1 2,2'-[(5-methyl-1H-benzotriazol-1-yl)methyl]iminodiethanol